4-((5-(3-(2-methoxyethyl)-2-methyl-3H-imidazo[4,5-b]pyridin-5-yl)pyrrolo[2,1-f][1,2,4]triazin-2-yl)amino)cyclohexan-1-ol COCCN1C(=NC=2C1=NC(=CC2)C=2C=CN1N=C(N=CC12)NC1CCC(CC1)O)C